COC1=C(C=CC=C1[N+](=O)[O-])C1=NN(C=N1)CC(=O)OC(C)(C)C tert-Butyl 2-(3-(2-methoxy-3-nitrophenyl)-1H-1,2,4-triazol-1-yl)acetate